CC1=C(C=CC=C1C(F)(F)F)NC(C(=O)NC1=CNC2=C1C=NC=C2)=O N1-(2-methyl-3-(trifluoromethyl)-phenyl)-N2-(1H-pyrrolo[3,2-c]pyridin-3-yl)oxalamide